COC=1C=C(COC2=CC=C3CCN(CC3=C2)CC2=NC3=C(N2C[C@H]2OCC2)C=C(C=C3)C(=O)[O-])C=CC1 (S)-2-((7-((3-methoxybenzyl) oxy)-3,4-dihydroisoquinolin-2(1H)-yl) methyl)-1-((oxetan-2-yl) methyl)-1H-benzo[d]imidazole-6-carboxylate